FC1(OC2=C(O1)C=C1[C@H]([C@@H]3[C@H]([C@@H](C1=C2)C2=CC(=C(C(=C2)OC)OC)OC)C(OC3)=O)F)F |o1:8,9,10,11| rel-(5R,5aS,8aR,9S)-2,2,9-trifluoro-5-(3,4,5-trimethoxyphenyl)-5,8,8a,9-tetrahydrofuro[3',4':6,7]naphtho[2,3-d][1,3]dioxol-6(5aH)-one